FC(F)OC(=O)C1=CC2=C(N=CN2)C=C1 difluoromethyl-benzo[d]imidazole-5-carboxylate